COC(C=CC1=C(C(=CC(=C1)Br)C(F)(F)F)N)=O 3-(2-amino-5-bromo-3-(trifluoromethyl)phenyl)acrylic acid methyl ester